O=C1N(C(CC1)=O)C(=O)N 2,5-dioxopyrrolidineamide